4-[(3-methoxyphenyl)carbonyl]piperazin COC=1C=C(C=CC1)C(=O)N1CCNCC1